N-{3-methyl-4-[(1-methyl-1,3-benzodiazol-5-yl)methyl]phenyl}-6-(piperazin-1-yl)pyrido[3,2-d]pyrimidin-4-amine CC=1C=C(C=CC1CC1=CC2=C(N(C=N2)C)C=C1)NC=1C2=C(N=CN1)C=CC(=N2)N2CCNCC2